(S)-3-(3-(4-hydroxy-1,5-dimethyl-2-oxo-1,2-dihydropyridin-3-yl)ureido)-3-(2'-(trifluoromethoxy)biphenyl-3-yl)propionic acid OC1=C(C(N(C=C1C)C)=O)NC(N[C@@H](CC(=O)O)C=1C=C(C=CC1)C1=C(C=CC=C1)OC(F)(F)F)=O